C(OCCSSCCO[Si](C)(C)C(C)(C)C)(OC1=CC=C(C=C1)[N+](=O)[O-])=O 2-((2-((Tert-butyldimethylsilyl)oxy)ethyl)disulfaneyl)ethyl (4-nitrophenyl) carbonate